((4-chloro-8-fluoroisoChroman-1-yl)methyl)(methyl)carbamic acid tert-butyl ester C(C)(C)(C)OC(N(C)CC1OCC(C2=CC=CC(=C12)F)Cl)=O